OCC(C)(C)NC1=NC(=C(C(=O)NC2=CC(=CC=C2)S(=O)(=O)C(F)(F)F)C=C1)N1CCC2(CC2)CC1 6-((1-hydroxy-2-methylpropan-2-yl)amino)-2-(6-azaspiro[2.5]oct-6-yl)-N-(3-((trifluoromethyl)sulfonyl)phenyl)nicotinamide